5-((4-(3-(6,7-dimethoxy-3,4-dihydroisoquinolin-2(1H)-yl)-3-oxoprop-1-en-1-yl)-2-methoxyphenoxy)methyl)-N-hydroxythiophene-2-carboxamide COC=1C=C2CCN(CC2=CC1OC)C(C=CC1=CC(=C(OCC2=CC=C(S2)C(=O)NO)C=C1)OC)=O